ClC1=C(COC2=C(C(N(C(=C2)C)CC=2C=NC=CC2)=O)Br)C=CC(=C1)F 4-(2-chloro-4-fluorobenzyloxy)-3-bromo-6-methyl-1-((pyridin-3-yl)methyl)pyridin-2(1H)-one